OC(CCCCCCC=O)C 8-Hydroxynonanal